C(CCC)C=CC(C)=C Butyl-(Isoprene)